ClC1=NN(C=C1NC(=O)C=1C=NC(=CC1)C#N)C1CC1 N-(3-chloro-1-cyclopropyl-1H-pyrazol-4-yl)-6-cyanopyridine-3-carboxamide